(S)-tert-butyl (1-(4-(2-(2-aminopyridin-3-yl)-5-phenyl-3H-imidazo[4,5-b]pyridin-3-yl)benzyl)piperidin-3-yl)carbamate NC1=NC=CC=C1C1=NC=2C(=NC(=CC2)C2=CC=CC=C2)N1C1=CC=C(CN2C[C@H](CCC2)NC(OC(C)(C)C)=O)C=C1